BrC1=CC(=C(CC2=NC3=C(N2CC2(CC2)CF)C=C(C=C3)C(=O)OC(C)(C)C)C=C1)F Tert-butyl 2-(4-bromo-2-fluorobenzyl)-1-((1-(fluoromethyl)cyclopropyl)methyl)-1H-benzo[d]imidazole-6-carboxylate